[C@H]12N(C[C@H](NC1)C2)C2=NC=1CCN(CC1C=C2)C(CC2CCCC2)=O 1-(2-((1R,4R)-2,5-diazabicyclo[2.2.1]heptan-2-yl)-7,8-dihydro-1,6-naphthyridin-6(5H)-yl)-2-cyclopentylethan-1-one